ClC1=CC=C(CCN2C[C@@H](CC2)C(=O)N[C@@H]([C@H](O)C2=CC3=C(OCCO3)C=C2)CN2CCCC2)C=C1 (R)-1-(4-chlorophenethyl)-N-((1R,2R)-1-(2,3-dihydrobenzo[b][1,4]dioxin-6-yl)-1-hydroxy-3-(pyrrolidin-1-yl)propan-2-yl)pyrrolidine-3-carboxamide